C(C)(C)(C)OC(=O)N1CC2=CC=CC=C2C(C1)O.OCCNCCC N-hydroxyethyl-amino-propane tert-butyl-4-hydroxy-3,4-dihydroisoquinoline-2(1H)-carboxylate